O=C1N(CC2=CC(=CC=C12)CN1CCN(CC1)C=1N=NC=CC1)N1C(NC(CC1)=O)=O 1-(1-oxo-5-((4-(pyridazin-3-yl)piperazin-1-yl)methyl)isoindolin-2-yl)dihydropyrimidine-2,4(1H,3H)-dione